methyl 2-cyano-4-fluoro-benzoate C(#N)C1=C(C(=O)OC)C=CC(=C1)F